N-(2-(2,2-difluoroethoxy)pyridin-3-yl)-7-methoxy-2-(tetrahydro-2H-pyran-4-yl)imidazo[1,2-a]pyridine-6-carboxamide FC(COC1=NC=CC=C1NC(=O)C=1C(=CC=2N(C1)C=C(N2)C2CCOCC2)OC)F